ethyl 4-[3,3-di(methoxy)-1-methoxycarbonyl-cyclobutyl]-7-fluoranyl-8-[2,3,5-tris(fluoranyl)phenyl]quinoline-3-carboxylate COC1(CC(C1)(C(=O)OC)C1=C(C=NC2=C(C(=CC=C12)F)C1=C(C(=CC(=C1)F)F)F)C(=O)OCC)OC